(R)-N-(1-oxo-1-(4-(3-(trifluoromethyl)phenyl)piperazin-1-yl)propan-2-yl)acetamide O=C([C@@H](C)NC(C)=O)N1CCN(CC1)C1=CC(=CC=C1)C(F)(F)F